C(#N)C=1C=C(C=CC1)C=1N=C(SC1C1=CC(=NC(=C1)C)C)NC(=O)N1C[C@@H](CC1)C(=O)O (3R)-1-[[4-(3-cyanophenyl)-5-(2,6-dimethyl-4-pyridinyl)thiazol-2-yl]carbamoyl]pyrrolidine-3-carboxylic acid